2-Naphthalensulfonat C1=C(C=CC2=CC=CC=C12)S(=O)(=O)[O-]